methyl 4-(2,6-difluorophenyl)-5,6-dihydroimidazo[1,2-b][1,2,4]triazole-2-carboxylate FC1=C(C(=CC=C1)F)N1CCN2N=C(N=C21)C(=O)OC